(S)-N-(3-chloro-4-fluorophenyl)pyrrolidine-2-carboxamide hydrochloride Cl.ClC=1C=C(C=CC1F)NC(=O)[C@H]1NCCC1